tert-butyl (2S)-4-[(3-{3-[(4-methoxyphenyl)methyl]-2,4-dioxo-1,3-diazinane-1-yl}-2-methyl-2H-indazol-6-yl)methyl]-2-methylpiperazine-1-carboxylate COC1=CC=C(C=C1)CN1C(N(CCC1=O)C=1N(N=C2C=C(C=CC12)CN1C[C@@H](N(CC1)C(=O)OC(C)(C)C)C)C)=O